(R)-1-(1H-1,2,3-triazol-1-yl)propane-2-amine dihydrochloride Cl.Cl.N1(N=NC=C1)C[C@@H](C)N